(3-(4-methyl-piperazinyl)propylthio)-3H-pyrazolo[1,5-a][1,3,5]Triazine CN1CCN(CC1)CCCSC1=NC=2N(CN1)N=CC2